N-[(1S)-1-[[(3-Amino-3-oxo-propyl)amino]carbamoyl]-3-methyl-butyl]-4-methoxy-1H-indole-2-carboxamide NC(CCNNC(=O)[C@H](CC(C)C)NC(=O)C=1NC2=CC=CC(=C2C1)OC)=O